C(C(=C)C)(=O)OCCC[Si](OCC)(OCC)C 3-(methacryloxy)propyl-methyldiethoxysilane